C(C1=CC=CC=C1)N1CC2(C=CC(C1)N2C(=O)[O-])C 3-benzyl-1-methyl-3,8-diazabicyclo[3.2.1]oct-6-ene-8-carboxylate